C(C)(=O)N1[C@H](CN(CC1)C(C=C)=O)C=1C=C(C=C(C1)Cl)C1=CC(=CC=C1)C(=O)NC (S)-3'-(1-acetyl-4-acryloylpiperazin-2-yl)-5'-chloro-N-methyl-[1,1'-biphenyl]-3-carboxamide